(R)-1-((S)-1-(3-chloro-2-(chloromethyl)-5-fluorophenyl)ethyl)-4,5-dimethylpiperazine-2,3-dione ClC=1C(=C(C=C(C1)F)[C@H](C)N1C(C(N([C@@H](C1)C)C)=O)=O)CCl